(1-(4-bromo-1H-1,2,3-triazol-1-yl)cyclopropyl)methanol BrC=1N=NN(C1)C1(CC1)CO